N[C@@H]1C[C@@H](N(C2=CC(=CC=C12)F)C(CC)=O)C |o1:1,3| 1-((2S*,4R*)-4-amino-7-fluoro-2-methyl-3,4-dihydroquinolin-1(2H)-yl)propan-1-one